C(C)OC(=O)C1=CC2=C(OCO2)C=C1Br 6-bromo-1,3-benzodioxole-5-carboxylic acid ethyl ester